S(=O)(=O)(O)S(=O)[O-] sulphosulfinate